(R)-6-chloro-1-(6-(3-methoxytetrahydrofuran-3-yl)-4-(oxetan-3-ylmethoxy)pyridin-2-yl)-3-(trifluoromethyl)-1H-pyrazolo[4,3-c]pyridine ClC1=CC2=C(C=N1)C(=NN2C2=NC(=CC(=C2)OCC2COC2)[C@]2(COCC2)OC)C(F)(F)F